7-{(1R)-1-[1-(2-fluorophenyl)-1H-1,2,3-triazol-4-yl]propyl}-5-(1H-pyrazol-3-yl)-7H-pyrrolo[2,3-d]pyrimidin-4-amine FC1=C(C=CC=C1)N1N=NC(=C1)[C@@H](CC)N1C=C(C2=C1N=CN=C2N)C2=NNC=C2